CN(C1=CC=C(C=C1)C(C=CC1=CC=C(C(=O)O)C=C1)=O)C 4-[3-[4-(Dimethylamino)phenyl]-3-oxoprop-1-enyl]benzoic acid